BrC1=C(C=C(C=C1)F)C(=C)O[Si](C)(C)C(C)(C)C ((1-(2-bromo-5-fluorophenyl)vinyl)oxy)(tert-butyl)dimethylsilane